NCC(=O)N1C[C@@H]([C@H](C1)OC)NC(=O)NCCCCCCCCCCCCC 1-((3S,4S)-1-glycyl-4-methoxypyrrolidin-3-yl)-3-tridecylurea